1-(3,4-Dimethoxyphenethyl)-4-(3,4-dihydro-6-methoxy-2,5,7,8-tetramethyl-2H-benzopyran-2-yl)-1H-1,2,3-triazole COC=1C=C(CCN2N=NC(=C2)C2(OC3=C(CC2)C(=C(C(=C3C)C)OC)C)C)C=CC1OC